CC1=NN(C2=C1CN(CC2)C2=CC(=NC=C2)C2=CC=C(C=C2)C)CC21CCC(CC2)(CC1)N 4-((3-methyl-5-(2-(p-tolyl)pyridin-4-yl)-4,5,6,7-tetrahydro-1H-pyrazolo[4,3-c]pyridin-1-yl)methyl)bicyclo[2.2.2]octan-1-amine